NCC1=CC=C(C=C1)NC(=O)C1=CC2=C(OCCC3=C2SC=C3)C=C1C=1C(=NC(=CC1)C(NC(C1CC1)C1CC1)=O)C(=O)O 3-(9-((4-(aminomethyl)phenyl)carbamoyl)-4,5-dihydrobenzo[b]thieno[2,3-d]oxepin-8-yl)-6-((dicyclopropylmethyl)carbamoyl)picolinic acid